5-(4-((tert-butyldimethylsilyl)oxy)-3,3-dimethylpiperidin-1-yl)thiazolo[5,4-b]pyridine-2-ylamine [Si](C)(C)(C(C)(C)C)OC1C(CN(CC1)C1=CC=C2C(=N1)SC(=N2)N)(C)C